N-(4-(4-bromophenyl)thiazol-2-yl)-2-fluoro-6-((4-methylphenyl)sulfonamido)benzamide BrC1=CC=C(C=C1)C=1N=C(SC1)NC(C1=C(C=CC=C1NS(=O)(=O)C1=CC=C(C=C1)C)F)=O